(S) or (R)-2-(2-hydroxypropan-2-yl)-N'-((1-oxo-1,2,3,6,7,8-hexahydro-as-indacen-4-yl)carbamoyl)thiazole-5-sulfonimidamide OC(C)(C)C=1SC(=CN1)[S@](=O)(N)=NC(NC1=C2CCC(C2=C2CCCC2=C1)=O)=O |o1:9|